C(C)(C)(C)OC(=O)C1=CC=NC2=CC=C(C=C12)N1[C@@H](COC[C@H]1C)C 6-((3R,5R)-3,5-Dimethylmorpholino)quinoline-4-carboxylic acid tert-butyl ester